(1S,2S)-2-fluoro-N-(6-(6-fluoro-7-(isopropylamino)-5-(trifluoromethyl)-1H-indazol-4-yl)imidazo[1,2-a]pyrazin-2-yl)cyclopropane-1-carboxamide F[C@@H]1[C@@H](C1)C(=O)NC=1N=C2N(C=C(N=C2)C2=C3C=NNC3=C(C(=C2C(F)(F)F)F)NC(C)C)C1